P(=O)(O)(O)O[C@H]1C[C@@H](O[C@@H]1[C@H](O)C)N1C(=O)NC(=O)C(C)=C1 5'-(R)-methyl-deoxythymidine-3'-phosphate